CN1CCN(CC1)CCNC(CC1C(N=C(S1)N1N=C(CC1)C1=C(C(=C(C=C1)O)O)O)=O)=O N-(2-(4-methylpiperazin-1-yl)ethyl)-2-(4-oxo-2-(3-(2,3,4-trihydroxyphenyl)-4,5-dihydro-1H-pyrazol-1-yl)-4,5-dihydrothiazol-5-yl)acetamide